tert-butyl (1-propionylpiperidin-4-yl)carbamate C(CC)(=O)N1CCC(CC1)NC(OC(C)(C)C)=O